F[P-](F)(F)(F)(F)F.O1C=[NH+]C=C1 oxazolium hexafluorophosphate